lithium 1-tert-butoxycarbonyl-4-hydroxy-4-piperidinecarboxylate C(C)(C)(C)OC(=O)N1CCC(CC1)(C(=O)[O-])O.[Li+]